3,6-Dichloro-N-[2-(2,4-dichlorophenyl)ethyl]pyridazin ClC=1NN(C(=CC1)Cl)CCC1=C(C=C(C=C1)Cl)Cl